ClC=1C(=NC(=NC1)NC1CCN(CC1)CC=1C=C(C=CC1)C1C(NC(CC1)=O)=O)C=1C=NN(C1CC1CC1)C 3-(3-((4-((5-chloro-4-(5-(cyclopropylmethyl)-1-methyl-1H-pyrazol-4-yl)pyrimidin-2-yl)amino)piperidin-1-yl)methyl)phenyl)piperidine-2,6-dione